C1(CCCCC1)C(COCCCC)(COCCCC)CCC(Br)(F)F 2-cyclohexyl-2-(3,3-difluoro-3-bromopropyl)-1,3-dibutoxypropane